3-(1-oxoisoindolin-2-yl)piperidine-2,6-dione-5-carboxamide O=C1N(CC2=CC=CC=C12)C1C(NC(C(C1)C(=O)N)=O)=O